1,2,3,4-cyclobutanetetra-carbonyl chloride C1(C(C(C1C(=O)Cl)C(=O)Cl)C(=O)Cl)C(=O)Cl